4-(bromomethyl)-8-chloro-2-(4-chlorophenyl)quinazoline BrCC1=NC(=NC2=C(C=CC=C12)Cl)C1=CC=C(C=C1)Cl